N1(CCC1)CC1=C2C(=NC(=C1)C=1C=C3CN(C(C3=CC1)=O)C1C(NC(CC1)=O)=O)C=CN2CC 3-(5-(7-(azetidin-1-ylmethyl)-1-ethyl-1H-pyrrolo[3,2-b]pyridin-5-yl)-1-oxoisoindolin-2-yl)piperidine-2,6-dione